C(C)(C)(C)OC(=O)N[C@H](CC(COC1=NC=CC(=C1)N(C(OC(C)(C)C)=O)C1=CC(=NN1C(C)(C)C)[C@@H]1C[C@@H](CC1)O)(F)F)C tert-butyl (2-(((S)-4-((tert-butoxycarbonyl)amino)-2,2-difluoropentyl)oxy)pyridin-4-yl)(1-(tert-butyl)-3-((1S,3R)-3-hydroxycyclopentyl)-1H-pyrazol-5-yl)carbamate